methyl 3-(6-chloro-4,9-dihydro-3H-pyrido[3,4-b]indol-1-yl)-2-methylpropanoate ClC=1C=C2C3=C(NC2=CC1)C(=NCC3)CC(C(=O)OC)C